(S)-2-(2,6-dichloro-4-(1,2,3,4-tetrahydroisoquinoline-2-carbonyl)benzamido)-3-(3-((R)-2,3-dihydro-1H-inden-1-yl)ureido)propanoic acid ClC1=C(C(=O)N[C@H](C(=O)O)CNC(=O)N[C@@H]2CCC3=CC=CC=C23)C(=CC(=C1)C(=O)N1CC2=CC=CC=C2CC1)Cl